CS(=O)(=O)O.C1(=CC=CC=C1)P(C1=CC=CC=C1)C1=CC=CC=C1 Triphenylphosphine methanesulfonate